C(C)(C)(C)OC(=O)NC1=C(C=C2C=CN(C2=C1C)C(=O)OC(C)(C)C)F Tert-butyl 6-((tert-butoxycarbonyl) amino)-5-fluoro-7-methyl-1H-indole-1-carboxylate